N1CC(C1)N1CCN(CC1)CC1=C(C=C(C=C1OC)C1=CN(C(C2=CN=CC=C12)=O)C)OC 4-(4-((4-(azetidin-3-yl)piperazin-1-yl)methyl)-3,5-dimethoxyphenyl)-2-methyl-2,7-naphthyridin-1(2H)-one